N1(CCC1)C(=O)N azetidin-1-carboxamid